4-(methoxymethyl)-1-((4-phenoxy-benzoyl)glycyl)pyrrolidine-2-carboxamide COCC1CC(N(C1)C(CNC(C1=CC=C(C=C1)OC1=CC=CC=C1)=O)=O)C(=O)N